CC1=C(C(=O)O)C=CC(=C1)B1OC(C(O1)(C)C)(C)C 2-methyl-4-(4,4,5,5-tetramethyl-1,3,2-dioxaborolan-2-yl)benzoic acid